O=C1NC(CCC1N1C(C2=CC=C(C=C2C1=O)NCCCCCCN1N=CC(=C1)C1=NC2=CC(=CC=C2N=C1)N1CCNCC1)=O)=O (2,6-Dioxopiperidin-3-yl)-5-((6-(4-(7-(piperazin-1-yl)quinoxalin-2-yl)-1H-pyrazol-1-yl)hexyl)amino)isoindoline-1,3-dione